phenyl-1,3-butanedione C1(=CC=CC=C1)C(CC(C)=O)=O